O1CCN(CC1)CN1C=C([C@H]2[C@H](O)[C@H](O)[C@@H](CO)O2)C(NC1=O)=O 1-morpholinomethyl-pseudouridine